N-{[9-(3-phenylpropyl)-β-carbolin-1-yl]methyl}-9-(3-phenylpropyl)-β-carbolin-1-amine C1(=CC=CC=C1)CCCN1C2=CC=CC=C2C=2C=CN=C(C12)CNC1=NC=CC=2C3=CC=CC=C3N(C12)CCCC1=CC=CC=C1